difluoro oxalate borate B(O)(O)O.C(C(=O)OF)(=O)OF